Cl.NC1CCC(CC1)N(C1CC=2C=CC(=CC2CC1)N1C(N=C(C=C1)NC(=O)N1CCNCC1)=O)C N-(1-(6-(((1S,4S)-4-aminocyclohexyl)(methyl)amino)-5,6,7,8-tetrahydronaphthalen-2-yl)-2-oxo-1,2-dihydropyrimidin-4-yl)piperazine-1-carboxamide Hydrochloride Salt